1-(2-chlorobenzoyl)-N-[(5-chlorothiophen-2-yl)methyl]-3-[1-(pyrrolidine-1-sulfonyl)pyrrolidin-3-yl]-1H-pyrazol-5-amine ClC1=C(C(=O)N2N=C(C=C2NCC=2SC(=CC2)Cl)C2CN(CC2)S(=O)(=O)N2CCCC2)C=CC=C1